2-(4-{[4-(1,3-dioxolan-2-yl)-2-methoxyphenoxy]methyl}-3-(trifluoromethyl)phenyl)-2-methylpropan-1-ol O1C(OCC1)C1=CC(=C(OCC2=C(C=C(C=C2)C(CO)(C)C)C(F)(F)F)C=C1)OC